ClC1=CC=C(S1)CNC1=CC(=NN1)C1CCN(CC1)C(=O)N(C)C 4-(5-{[(5-Chlorothiophen-2-yl)methyl]amino}-1H-pyrazol-3-yl)-N,N-dimethylpiperidin-1-carboxamid